N1C(=CC2=CC=CC=C12)CC(=O)O 2-(1H-indol-2-yl)acetic acid